6-(3,4-dimethylpyrimidino[4',5':4,5]thieno[2,3-c]pyridazin-8-yl)-2-oxa-6-azaspiro[3.3]heptane CC1=C(C2=C(N=N1)SC1=C2N=CN=C1N1CC2(COC2)C1)C